Methyl (S)-6-chloro-5-fluoro-5'-(((1R,2R)-2-(hydroxymethyl)cyclobutyl)methyl)-3,4,4',5'-tetrahydro-2H,2'H-spiro[naphthalene-1,3'-pyrido[3,2-b][1,4]oxazepine]-7'-carboxylate ClC=1C(=C2CCC[C@@]3(CN(C4=C(OC3)C=CC(=N4)C(=O)OC)C[C@H]4[C@@H](CC4)CO)C2=CC1)F